2-{3-[(4-methanesulfonyl-2-methoxyphenyl)amino]prop-1-yn-1-yl}-N-[(1S,4S)-4-(3-methoxypiperidin-1-yl)cyclohexyl]-1-(2,2,2-trifluoroethyl)-1H-indol-4-amine CS(=O)(=O)C1=CC(=C(C=C1)NCC#CC=1N(C=2C=CC=C(C2C1)NC1CCC(CC1)N1CC(CCC1)OC)CC(F)(F)F)OC